CON=C(C#CC1=CC=CC=C1)C1=CC=C(C=C1)C 3-phenyl-1-p-tolylprop-2-yn-1-one-O-methyl oxime